(1,2,2-trideuterovinyl)magnesium bromide [2H]C(=C([2H])[2H])[Mg]Br